4-(4'-fluorobenzenesulfonyl)-2,5-bis(trifluoromethyl)oxazole FC1=CC=C(C=C1)S(=O)(=O)C=1N=C(OC1C(F)(F)F)C(F)(F)F